1,3-dimethyl-6-nitro-2-oxo-1,2-dihydroquinoline-7-carboxylic acid methyl ester COC(=O)C1=C(C=C2C=C(C(N(C2=C1)C)=O)C)[N+](=O)[O-]